BrC1=C(C=C2C(=NC(=NC2=C1F)Cl)N1C[C@@H]2CC[C@H](C1)C2C#N)F (1R,5s,8r)-3-(7-bromo-2-chloro-6,8-difluoroquinazolin-4-yl)-3-azabicyclo[3.2.1]octane-8-carbonitrile